5-Chloro-8-fluoro-[1,2,4]triazolo[4,3-a]pyridine ClC1=CC=C(C=2N1C=NN2)F